[Ta].[Sn] tin tantalum